C1C=2N(CCN1C(=O)[O-])C=CC2 2H,3H,4H-pyrrolo[1,2-a]pyrazine-2-carboxylate